methyl (2S)-5,5-dimethyl-2-[[6-[3-[2-oxo-2-[2-(2-prop-2-ynoxyethoxy)ethylamino]ethoxy]phenoxy]pyridine-3-carbonyl]amino]hexanoate CC(CC[C@@H](C(=O)OC)NC(=O)C=1C=NC(=CC1)OC1=CC(=CC=C1)OCC(NCCOCCOCC#C)=O)(C)C